BrC1=C(C=CC(=C1)OCCCBr)C 2-bromo-4-(3-bromopropoxy)-1-methylbenzene